2-(6-vinylpyridin-3-yl)ethyl-4-methylbenzenesulfonate C(=C)C1=CC=C(C=N1)CCOS(=O)(=O)C1=CC=C(C=C1)C